methyl 3-(1-(N,6-dimethyl-5,6,7,8-tetrahydroimidazo[1,5-a]pyrazine-1-carboxamido)cyclopropyl)benzoate hydrochloride Cl.CN(C(=O)C=1N=CN2C1CNC(C2)C)C2(CC2)C=2C=C(C(=O)OC)C=CC2